C(C=C)(=O)N(NC([C@H](CC(C)C)NC(OCC1=CC=CC=C1)=O)=O)CCC(=O)N (S)-benzyl (1-(2-acryloyl-2-(3-amino-3-oxopropyl)hydrazinyl)-4-methyl-1-oxopentan-2-yl)carbamate